1,2,3,5-tetrazole N1N=NC=N1